(1E)-5-[(cyclobutylmethyl)amino]pent-1-en C1(CCC1)CNCCCC=C